C(C1=CC=CC=C1)OC=1C=C2CC[C@@H]([C@@H](C2=CC1)C1=CC=C(OCCCC(=O)O)C=C1)C1=CC=CC=C1 4-(4-((1R,2S)-6-(Benzyloxy)-2-phenyl-1,2,3,4-tetrahydronaphthalen-1-yl)-phenoxy)butanoic acid